2-methyl-4-(1-((1-methylcyclobutyl)amino)ethyl)phenol CC1=C(C=CC(=C1)C(C)NC1(CCC1)C)O